2-hydroxy-4-allyloxybenzophenone OC1=C(C(=O)C2=CC=CC=C2)C=CC(=C1)OCC=C